C(C1=CC=CC=C1)SC1=C(C#N)C=CC(=C1)[N+](=O)[O-] (benzylsulfanyl)-4-nitrobenzonitrile